N-[3-chloro-4-(4-isonipecotoylpiperazine-1-carbonyl)phenyl]-5-[2,3-difluoro-4-[1-(2-methoxyethyl)-3-methyl-pyrazol-4-yl]phenyl]-1-methyl-imidazole-2-carboxamide ClC=1C=C(C=CC1C(=O)N1CCN(CC1)C(C1CCNCC1)=O)NC(=O)C=1N(C(=CN1)C1=C(C(=C(C=C1)C=1C(=NN(C1)CCOC)C)F)F)C